C(CCCCCCCCCCCCC)N[C@@H](CC(=O)[O-])C(=O)[O-].NCCS(=O)(=O)O.[K+].[K+] potassium taurine myristyl-aspartate